O1CC(C1)OC1=C(C=CC=C1)C=1NC2=CC=CC=C2C1 2-(2-(oxetan-3-oxy)phenyl)-1H-indole